(3-(4-methylpiperazin-1-yl)benzyl)-1,3-dihydro-2H-benzo[d]imidazol-2-one CN1CCN(CC1)C=1C=C(CN2C(NC3=C2C=CC=C3)=O)C=CC1